7-bromo-3-butyl-8-methoxy-2-methyl-5-(pyridin-3-yl)-2,3,4,5-tetrahydrobenzo[f][1,2,5]thiadiazepine 1,1-dioxide BrC=1C(=CC2=C(N(CC(N(S2(=O)=O)C)CCCC)C=2C=NC=CC2)C1)OC